3-((adamantan-1-yl)amino)-N-((1-(2,6-dioxopiperidin-3-yl)-2-oxo-1,2-dihydrobenzo[cd]indol-6-yl)methyl)propionamide C12(CC3CC(CC(C1)C3)C2)NCCC(=O)NCC=2C=3C1=C(C(N(C1=CC2)C2C(NC(CC2)=O)=O)=O)C=CC3